FC=1C=C2C(CCOC2=CC1O)=O 6-fluoro-7-hydroxychroman-4-one